5-fluoro-2-(1-(2-fluorobenzyl)-5-(thiazol-4-yl)-1H-pyrazol-3-yl)pyrimidin-4-ol FC=1C(=NC(=NC1)C1=NN(C(=C1)C=1N=CSC1)CC1=C(C=CC=C1)F)O